BrCCCCCCCCC1=CC=C(C(=O)C2=C(C(=CN2C)C(=O)NC(CS(=O)(=O)C)C2=CC(=CC=C2)Cl)C2=C(C(=CC=C2F)F)C)C=C1 5-(4-(8-Bromooctyl)benzoyl)-N-(1-(3-chlorophenyl)-2-(methylsulfonyl)ethyl)-4-(3,6-difluoro-2-methylphenyl)-1-methyl-1H-pyrrole-3-carboxamide